N-(cyclopropylmethyl)-7-methoxy-6-[2-methoxy-3-(pyrrolidin-1-yl)propoxy]-1H,2H,3H-cyclopenta[b]quinolin-9-amine C1(CC1)CNC1=C2C(=NC=3C=C(C(=CC13)OC)OCC(CN1CCCC1)OC)CCC2